N-(4-fluorophenyl)-1-[1-(pyridin-2-yl)-2,3-dihydro-1H-pyrrolo[3,2-b]pyridin-5-yl]cyclobutane-1-carboxamide FC1=CC=C(C=C1)NC(=O)C1(CCC1)C1=CC=C2C(=N1)CCN2C2=NC=CC=C2